(1R,3R)-N-(4-((S)-3-butyl-6-methoxy-3,4-dihydroisoquinolin-1-yl)benzyl)adamantan-1-amine C(CCC)[C@H]1N=C(C2=CC=C(C=C2C1)OC)C1=CC=C(CNC23CC4CC(CC(C2)C4)C3)C=C1